C(C1=CC=CC=C1)N1C[C@@]2(C[C@@]2(C1)C(F)(F)F)CO ((1S,5R)-3-Benzyl-5-(trifluoromethyl)-3-azabicyclo[3.1.0]hexan-1-yl)methanol